FC(C=1C=C(C=C(C1)C(F)(F)F)N1N=CN=C1)(F)F (3,5-bis(trifluoromethyl)phenyl)-1H-1,2,4-triazole